N-(5-chloroisoquinolin-4-yl)-1,1-diphenylmethanimine ClC1=C2C(=CN=CC2=CC=C1)N=C(C1=CC=CC=C1)C1=CC=CC=C1